CC1(COC1)N[C@@H]1C[C@H](N(CC1)C(=O)OC(C)(C)C)C1=CC=CC=C1 tert-butyl (2S,4S)-4-((3-methyloxetan-3-yl)amino)-2-phenylpiperidine-1-carboxylate